N-(5-2-oxaspiro[3.3]heptan-6-yl-1H-pyrazol-3-yl)propanamide C1OCC12CC(C2)C2=CC(=NN2)NC(CC)=O